Benzothieno[2,3-h]Quinoline-2(1H)-one N1C(C=CC2=CC=C3C(=C12)C1=C(S3)C=CC=C1)=O